10,10'-((4-Hydroxybutyl)Azanediyl)Bis(N,N-Didecyldecanamide) OCCCCN(CCCCCCCCCC(=O)N(CCCCCCCCCC)CCCCCCCCCC)CCCCCCCCCC(=O)N(CCCCCCCCCC)CCCCCCCCCC